FC=1C=C(C=CC1)NNS(=O)(=O)C=1C(=NN(C1)C)C(F)(F)F N'-(3-fluorophenyl)-1-methyl-3-(trifluoromethyl)-1H-pyrazole-4-sulfonyl-hydrazine